CC1=CC=C(C=C1)C(=C)NC(=O)C N-(1-(p-tolyl)vinyl)acetamide